7-methoxy-8-(2-methoxynaphthalen-1-yl)-2-(4-methoxystyryl)benzo[c]Phenanthrene COC1=C(C=2C=CC=CC2C=2C3=C(C=CC12)C=CC(=C3)C=CC3=CC=C(C=C3)OC)C3=C(C=CC1=CC=CC=C31)OC